ClC=1C=C(C=CC1)C1=CC=C2C(=N1)N(C(=N2)C=2C(=NC=CC2)N)C2=CC=C(C=C2)CN2CCNCC2 3-(5-(3-Chlorophenyl)-3-(4-(piperazin-1-ylmethyl)phenyl)-3H-imidazo[4,5-b]pyridin-2-yl)pyridin-2-amine